N-ethyl-3-hydroxy-N-methylpyridinecarboxamide C(C)N(C(=O)C1=NC=CC=C1O)C